Pentachloroethan ClC(C(Cl)(Cl)Cl)Cl